C(C)(C)C1=CC2=C(N=C(S2)CC(C(=O)N)NC(CC)=O)C=C1 3-(6-isopropylbenzo[d]thiazol-2-yl)-2-propionamidopropionamide